N[C@H](C(=O)N1[C@H]2C[C@H]2C[C@H]1C#N)C12CC3(CC(CC(C1)C3)C2)O (1S,3S,5S)-2-[(2S)-2-amino-2-(3-hydroxytricyclo[3.3.1.13,7]dec-1-yl)-1-oxoethyl]-2-azabicyclo[3.1.0]hexane-3-carbonitrile